CC(CCCC(C)C)OC1=C(C=O)C=CC=C1 2-((2-isooctyl)oxy)benzaldehyde